3-(4-chlorophenyl)-1-methylisoquinoline ClC1=CC=C(C=C1)C=1N=C(C2=CC=CC=C2C1)C